O4-benzyl O1-tert-butyl 6-hydroxy-6-methyl-1,4-diazepane-1,4-dicarboxylate OC1(CN(CCN(C1)C(=O)OC(C)(C)C)C(=O)OCC1=CC=CC=C1)C